rac-3-[(3aR,7aR)-octahydro-1H-pyrrolo[3,4-c]pyridin-2-yl]-5-(trifluoromethyl)pyridine hydrochloride Cl.C1N(C[C@H]2CNCC[C@H]21)C=2C=NC=C(C2)C(F)(F)F |r|